2-[3-(3-chlorophenyl)ureido]-N-(2-hydroxy-ethyl)benzamide ClC=1C=C(C=CC1)NC(NC1=C(C(=O)NCCO)C=CC=C1)=O